tert-butyl (2S,4S)-4-fluoro-2-[({4-[(trimethylsilyl)ethynyl]pyridin-3-yl}oxy)methyl]pyrrolidine-1-carboxylate F[C@H]1C[C@H](N(C1)C(=O)OC(C)(C)C)COC=1C=NC=CC1C#C[Si](C)(C)C